BrC1=C(C=CC=C1)[C@H]1[C@@H](CNC1)C(=O)O trans-4-(2-bromo-phenyl)-pyrrolidine-3-carboxylic acid